[OH+]1CC[OH+]CC[OH+]CC[OH+]CC[OH+]CC1.[K+] potassium 1,4,7,10,13-pentaoxoniacyclopentadecane